(-)-3-chloro-4-((3,5-difluoropyridin-2-yl)methoxy)-2'-(2-(2-hydroxypropan-2-yl)pyrimidin-4-yl)-5',6-dimethyl-2H-[1,4'-bipyridin]-2-one ClC=1C(N(C(=CC1OCC1=NC=C(C=C1F)F)C)C1=CC(=NC=C1C)C1=NC(=NC=C1)C(C)(C)O)=O